ClC=1C=C(NC2(CCC3([C@H](CC4=CC=C(C=C34)OCCOC)C[C@H](COC3=C4C(=NC=C3)C=CS4)C)CC2)C(=O)O)C=CC1 (1r,2'S,4S)-4-(3-chloroanilino)-6'-(2-methoxyethoxy)-2'-{(2R)-2-methyl-3-[(thieno[3,2-b]pyridin-7-yl)oxy]propyl}-2',3'-dihydrospiro[cyclohexane-1,1'-indene]-4-carboxylic acid